NC1CC(C1)C(=O)N1CCN(CC1)C1=C(C(=O)NC)C=C(C=N1)C(F)(F)F (4-((1r,3r)-3-aminocyclobutane-1-carbonyl)piperazin-1-yl)-N-methyl-5-(trifluoromethyl)nicotinamide